[2-(2,6-dioxopiperidin-3-yl)-4-methoxy-3-oxo-2,3-dihydro-1H-isoindol-5-yl]methyl N-[4-(4-chloro-3-fluorophenoxy)phenyl]carbamate ClC1=C(C=C(OC2=CC=C(C=C2)NC(OCC=2C(=C3C(N(CC3=CC2)C2C(NC(CC2)=O)=O)=O)OC)=O)C=C1)F